OC1C(OC(C(C1O)O)C)OCC1OCCCC1 3,4,5-trihydroxy-6-methyloxan-2-yl[oxymethyl]oxan